C1(CC1)CN1C=C(C2=NN(C(C(=C21)C=2C=NC(=CC2)C2CC2)=O)C=2C=CC1=C(N(C(=N1)C)C)C2)C#N 5-(cyclopropylmethyl)-4-(6-cyclopropylpyridin-3-yl)-2-(1,2-dimethyl-1H-benzo[d]imidazol-6-yl)-3-oxo-3,5-dihydro-2H-pyrrolo[3,2-c]pyridazine-7-carbonitrile